chloromethylsulfanyl-ethane ClCSCC